C1CCCC12OCCC(C2)C2=NC=CC=C2CCN 2-(2-(6-oxaspiro[4.5]decan-9-yl)pyridin-3-yl)ethylamine